3-((4-(2-methoxyphenoxy)piperidin-1-yl)carbonyl)-1,5,7-trimethyl-1,5-dihydro-4H-pyrrolo[3,2-c]pyridin-4-one COC1=C(OC2CCN(CC2)C(=O)C2=CN(C3=C2C(N(C=C3C)C)=O)C)C=CC=C1